methyl 3-amino-4-[4-[4-(4-tert-butoxycarbonylpiperazine-1-carbonyl)phenyl]-1,4-diazepan-1-yl]thieno[2,3-b]pyridine-2-carboxylate NC1=C(SC2=NC=CC(=C21)N2CCN(CCC2)C2=CC=C(C=C2)C(=O)N2CCN(CC2)C(=O)OC(C)(C)C)C(=O)OC